O=C1N(C(CN1)C1=CC=CC=C1)C(=O)O.C(=C)C1=CC=C(C=C1)CCC1=CC(=CC=C1)CCC1=CC=C(C=C1)C=C 1,3-bis(p-vinylphenylethyl)benzene 2-oxo-5-phenylimidazolidine-1-carboxylate